C(C)C(COC([C@H](C)NP(=O)(OC1=CC=CC=C1)CC1=CC=C2C=CC(=CC2=C1)C(=O)OCC=C)=O)CC allyl 7-(((((S)-1-(2-ethylbutoxy)-1-oxopropan-2-yl)amino)(phenoxy)phosphoryl)methyl)-2-naphthoate